CC(C)(C)OC(=O)N1[C@H](CCCC1)C1(CN(C1)C(=O)OCC1=CC=CC=C1)OC([C@@](C(F)(F)F)(C1=CC=CC=C1)OC)=O (2R)-2-(1-{[(phenylmethyl)oxy]carbonyl}-3-{[(2R)-3,3,3-trifluoro-2-(methyloxy)-2-phenylpropionyl]oxy}azetidin-3-yl)piperidine-1-carboxylic acid 1,1-dimethylethyl ester